ClC1=C(C=CC(=C1)C(F)(F)F)NC(=O)C1(CCC1)N1N=C(C(=C1)C#CC1CN(C1)C=1C=C2C(N(C(C2=CC1)=O)C1C(NC(CC1)=O)=O)=O)C N-(2-Chloro-4-(trifluoromethyl)phenyl)-1-(4-((1-(2-(2,6-dioxopiperidin-3-yl)-1,3-dioxoisoindoline-5-yl)azetidin-3-yl)ethynyl)-3-methyl-1H-pyrazol-1-yl)cyclobutane-1-carboxamide